[1,4':2',4''-terpyridin]-2-one N1(C(C=CC=C1)=O)C1=CC(=NC=C1)C1=CC=NC=C1